10-(2-iodo-4-(trifluoromethyl)phenyl)acridin-9(10H)-one compound with 10-(2-iodo-5-(trifluoromethyl)phenyl)acridin-9(10H)-one IC1=C(C=C(C=C1)C(F)(F)F)N1C=2C=CC=CC2C(C2=CC=CC=C12)=O.IC1=C(C=CC(=C1)C(F)(F)F)N1C=2C=CC=CC2C(C2=CC=CC=C12)=O